ClC1=CC(=C(C(=N1)NC(N(CC1=NNC(=C1)C(F)(F)F)C=1C=NC(=NC1)OC)=O)F)C (6-Chloro-3-fluoro-4-methylpyridin-2-yl)-1-(2-methoxypyrimidin-5-yl)-1-((5-(trifluoromethyl)-1H-pyrazol-3-yl)methyl)urea